N-[3-(2-chloro-5-fluorophenyl)-1-oxo-6-{[(1r,3r)-3-hydroxycyclobutyl]amino}-2,3-dihydro-1H-isoindol-4-yl]-3-fluoro-5-(trifluoromethyl)benzamide ClC1=C(C=C(C=C1)F)C1NC(C2=CC(=CC(=C12)NC(C1=CC(=CC(=C1)C(F)(F)F)F)=O)NC1CC(C1)O)=O